C(CCCCCC)(=O)OCC ETHYL heptanoate